2,4,5,6-Tetrahydro-1H-cyclobuta[b]cyclopenta[e]pyridin-7-amine C1CC2=NC3=C(C(=C21)N)CCC3